CC=1C=C(C=CC1C)NCC(CC1=CNC(O1)=S)O 5-[3-(3,4-dimethylphenylamino)-2-hydroxypropyl]-1,3-oxazole-2(3H)-thione